C[Si]1(OC(C2=C(C1)C=CC=C2)=O)C 3,4-dihydro-3,3-dimethyl-1H-2,3-benzoxasilin-1-one